2-(4-(2-(5-chloro-1,4-dimethyl-6-oxo-1,6-dihydropyridin-3-yl)-3-isopropyl-1H-indol-5-yl)piperidin-1-yl)-N,N-dimethylacetamide ClC1=C(C(=CN(C1=O)C)C=1NC2=CC=C(C=C2C1C(C)C)C1CCN(CC1)CC(=O)N(C)C)C